1-hydroxypropane-1,1,3-tricarboxylic acid OC(CCC(=O)O)(C(=O)O)C(=O)O